2,4,5-tris(trifluoromethyl)aniline FC(C1=C(N)C=C(C(=C1)C(F)(F)F)C(F)(F)F)(F)F